C[C@@H]1CN(CCC1)CC1=CN=C(S1)N (S)-5-((3-methylpiperidin-1-yl)methyl)thiazol-2-amine